7-chloro-2-methyl-N-[4-(4-methyl-1,1-dioxo-3,5-dihydro-2H-thieno[2,3-f][1,4]thiazepin-7-yl)-5-(trifluoromethyl)pyrimidin-2-yl]-3,4-dihydro-1H-isoquinolin-6-amine ClC1=C(C=C2CCN(CC2=C1)C)NC1=NC=C(C(=N1)C1=CC2=C(CN(CCS2(=O)=O)C)S1)C(F)(F)F